Cl.C1(CC1)C=1C=C(C=2N(C1)C=C(N2)CN2C(C1=CC=CC=C1C2=O)=O)C2(CNC2)F 2-((6-cyclopropyl-8-(3-fluoroazetidin-3-yl)imidazo[1,2-a]pyridin-2-yl)methyl)isoindoline-1,3-dione hydrochloride